6-(3-aminophenyl)-8-benzyl-2-(furan-2-ylmethyl)imidazo[1,2-a]pyrazin-3(7H)-one NC=1C=C(C=CC1)C=1NC(=C2N(C1)C(C(=N2)CC=2OC=CC2)=O)CC2=CC=CC=C2